C(C)(=O)ON=C(C)C(CC)=O 2-(acetoxy(imino))pentan-3-on